(2-neopentoxycyclohexane-1-yl)methylamine C(C(C)(C)C)OC1C(CCCC1)CN